C(C)C(C(C(=O)OC1CC(C1)N1N=NC(=C1C)Br)=O)C1=C(C=C(C=C1)C#N)[N+](=O)[O-] 3-(4-Bromo-5-methyl-triazol-1-yl)cyclobutanol Ethyl-3-(4-cyano-2-nitrophenyl)-2-oxopropionate